m-phenyleneisophthalamide C1=CC2=CC(=C1)C3=C(C=CC2=C3C(=O)N)C(=O)N